5-Bromo-3-ethylsulfonyl-2-[6-trifluoromethyl-triazolo[1,5-a]pyridin-2-yl]pyridine BrC=1C=C(C(=NC1)N1NN2C(C=CC(=C2)C(F)(F)F)=C1)S(=O)(=O)CC